FC(C1=CC=C(C=C1)C=1SC(=CC1)C1=CC=C(C=C1)C(F)(F)F)(F)F 2,5-di(4-(trifluoromethyl)phenyl)thiophene